3-(2-(ethoxycarbonylmethyl)phenylaminocarbonyl)-2,5-dihydroxybenzoic acid ethyl ester C(C)OC(C1=C(C(=CC(=C1)O)C(=O)NC1=C(C=CC=C1)CC(=O)OCC)O)=O